FC=1C(=C(C=CC1F)[C@H]1[C@H](O[C@]([C@H]1C)(C(F)(F)F)C)C(=O)NC1=CC(=[N+](C=C1)[O-])C(=O)N)OC([2H])([2H])[2H] 4-[[(2S,3S,4S,5R)-3-[3,4-Difluoro-2-(trideuteriomethoxy)phenyl]-4,5-dimethyl-5-(trifluoromethyl)tetrahydrofuran-2-carbonyl]amino]-1-oxido-pyridin-1-ium-2-carboxamid